4-chloro-6-cyclopropyl-pyrimidine ClC1=NC=NC(=C1)C1CC1